N-(5-methyl-1,3,4-thiadiazol-2-yl)benzo[c]isoxazole CC1=NN=C(S1)N1OCC2=C1C=CC=C2